F.C(C)(C)N(C(C)C)CC N,N-diisopropylethylamine hydrofluoride